ClC=1C(=NC=C(C1)Cl)OC1CCC2(C(NC3=CC=C(C=C23)C(=O)N(C)C)=O)CC1 cis-4-[(3,5-dichloro-2-pyridyl)oxy]-N,N-dimethyl-2'-oxo-spiro[cyclohexane-1,3'-indoline]-5'-carboxamide